[K+].C(C)(C)(C)OC(CC(=O)[O-])=O 3-(tert-butoxy)-3-oxopropanoate potassium (I)